methyl N-((4-(methylsulfonamido)phenyl)sulfonyl)-N-(pyridin-3-ylmethyl)-D-leucinate CS(=O)(=O)NC1=CC=C(C=C1)S(=O)(=O)N([C@H](CC(C)C)C(=O)OC)CC=1C=NC=CC1